ClC1=NC=C(C(=C1)C1=C(C=NC(=C1)C)C(=O)NC=1SC2=C(N1)CN(C2)C(=O)C2=NC(=C(N=C2)C)C(F)F)OC 2'-chloro-N-(5-(6-(difluoromethyl)-5-methylpyrazine-2-carbonyl)-5,6-dihydro-4H-pyrrolo[3,4-d]thiazol-2-yl)-5'-methoxy-6-methyl-[4,4'-bipyridine]-3-carboxamide